N-(8-(3,3-difluorocyclobutoxy)imidazo[1,2-a]pyridin-6-yl)-4-iodo-2-(6-azaspiro[2.5]oct-6-yl)benzamide FC1(CC(C1)OC=1C=2N(C=C(C1)NC(C1=C(C=C(C=C1)I)N1CCC3(CC3)CC1)=O)C=CN2)F